7-bromo-4-methyl-2H-benzo[b][1,4]oxazin-3(4H)-one BrC=1C=CC2=C(OCC(N2C)=O)C1